rac-(3aR,5R,7S,7aR)-5-(5-fluoro-2-methylphenyl)-1,3,3,7-tetra-methyloctahydrobenzo[c]isoxazole FC=1C=CC(=C(C1)[C@H]1C[C@@H]2[C@H](N(OC2(C)C)C)[C@H](C1)C)C |r|